6-chloro-1,2-hexanediol ClCCCCC(CO)O